OC(C(=O)O)OP(=O)(O)O 2-Hydroxy-2-phosphonooxyacetic acid